3-({4-[5-(pyrimidin-4-yl)-4H-1,2,4-triazol-3-yl]piperidin-4-yl}amino)benzoic acid N1=CN=C(C=C1)C=1NC(=NN1)C1(CCNCC1)NC=1C=C(C(=O)O)C=CC1